C(C)(C)(C)OC(=O)N(CCCCCCC(=O)O)C 7-[tert-butoxycarbonyl-(methyl)amino]Heptanoic acid